1-[[4-[[3-methyl-5-[(phenylsulfonyl)methyl]phenoxy]methyl]phenyl]methyl]-2R-pyrrolidinemethanol CC=1C=C(OCC2=CC=C(C=C2)CN2[C@H](CCC2)CO)C=C(C1)CS(=O)(=O)C1=CC=CC=C1